C1=CC=CC=2C3=CC=CC=C3C(C12)COC(=O)N[C@H](C(=O)OC(CCCCCCC\C=C/CCCCCCCC)CCCCCCCC\C=C/CCCCCCCC)C(C)OC(C)(C)C (9Z,27Z)-hexatriaconta-9,27-dien-18-yl (2S)-2-((((9H-fluoren-9-yl)methoxy)carbonyl)amino)-3-(tert-butoxy)butanoate